[C@H]12CN(C[C@H](CC1)N2)C=2C1=C(N=C(N2)OC[C@H]2N(CCC2)C)C(=C(N=C1)C1=CC=CC2=CC=C(C=C12)C)F 4-((1R,5S)-3,8-diazabicyclo[3.2.1]octan-3-yl)8-fluoro-7-(7-methylnaphthalen-1-yl)-2-(((S)-1-methylpyrrolidin-2-yl)methoxy)pyrido[4,3-d]pyrimidine